ClC(C=C(F)F)C(F)(F)F 3-chloro-1,1,4,4,4-pentafluoro-1-butene